tert-butyl 4-(4-(6-bromopyrrolo[2,1-f][1,2,4]triazin-4-yl)-2-methylbenzyl)-2-methyl-3-oxopiperazine-1-carboxylate BrC=1C=C2C(=NC=NN2C1)C1=CC(=C(CN2C(C(N(CC2)C(=O)OC(C)(C)C)C)=O)C=C1)C